6-(4-((6-methoxypyridin-3-yl)oxy)piperidin-1-yl)-1,5-dimethyl-1H-pyrazolo[3,4-b]pyridine COC1=CC=C(C=N1)OC1CCN(CC1)C1=C(C=C2C(=N1)N(N=C2)C)C